1-(4-(2H-1,2,3-triazol-2-yl)benzyl)-4-cyclopentylpiperazine-2,3-dione N=1N(N=CC1)C1=CC=C(CN2C(C(N(CC2)C2CCCC2)=O)=O)C=C1